FC(CN1CCN(CC1)C([C@H](COC)NC(OC(C)(C)C)=O)=O)(C)C tert-butyl (S)-(1-(4-(2-fluoro-2-methylpropyl)piperazin-1-yl)-3-methoxy-1-oxopropan-2-yl)carbamate